1-((3R,4R)-3-fluoro-4-((4-((5-(furan-2-yl)-2-methoxyphenyl)amino)-7-methoxyquinazolin-6-yl)oxy)piperidin-1-yl)prop-2-en-1-one F[C@@H]1CN(CC[C@H]1OC=1C=C2C(=NC=NC2=CC1OC)NC1=C(C=CC(=C1)C=1OC=CC1)OC)C(C=C)=O